CC1=C(SC=C1)CN1CCOCC1 4-[(3-methyl-2-thienyl)methyl]morpholine